ONC(=O)C=1C=CC=C2C=C(NC12)C1=CC=C(C=C1)C(F)(F)F N-hydroxy-2-(4-(trifluoromethyl)phenyl)-1H-indole-7-carboxamide